NC1=C(C=C(C=C1)N1CCN(CC1)C(=O)OC(C)(C)C)CC tert-butyl 4-(4-amino-3-ethylphenyl)piperazine-1-carboxylate